O(O)O (Oxy) Hydroxide